N1=NC=CC1=C1C=NN=C1 (5,4)-bipyrazole